5-((R)-1-(3,5-Dichloropyridin-4-yl)ethoxy)-N-(1-((1-Methylpyrrolidin-3-yl)methyl)-1H-Pyrazol-4-yl)-1H-Indazol-3-Carboxamid ClC=1C=NC=C(C1[C@@H](C)OC=1C=C2C(=NNC2=CC1)C(=O)NC=1C=NN(C1)CC1CN(CC1)C)Cl